O=C(CCCCCCCCC)N1C(SCC1)=S 1-oxo-1-(2-thioxothiazolidin-3-yl)decane